5-((4,5-dimethoxy-2-vinylphenyl)ethynyl)-6-methoxybenzo[d][1,3]dioxolane COC1=CC(=C(C=C1OC)C#CC1=CC2=C(OCO2)C=C1OC)C=C